1-(Tert-butyl) 3-(1,3-dioxoisoindolin-2-yl) bicyclo[1.1.1]pentane-1,3-dicarboxylate C12(CC(C1)(C2)C(=O)ON2C(C1=CC=CC=C1C2=O)=O)C(=O)OC(C)(C)C